N1-((1H-indazol-5-yl)methyl)-N2-(6-amino-5-methylpyridin-3-yl)-N1-(1-(3-fluoropyridin-2-yl)ethyl)oxalamide N1N=CC2=CC(=CC=C12)CN(C(C(=O)NC=1C=NC(=C(C1)C)N)=O)C(C)C1=NC=CC=C1F